C(C)C1=NN=C(O1)C=1C(=NC(=NC1)NC1=CC(=C(C=C1)S(=O)(=O)C)F)N[C@H](CO)C1=CC=CC=C1 (2S)-2-[[5-(5-ethyl-1,3,4-oxadiazol-2-yl)-2-(3-fluoro-4-methylsulfonyl-anilino)pyrimidin-4-yl]amino]-2-phenyl-ethanol